ClC=1C=C(C=CC1F)NC(=O)C1=C2CC[C@@H](C2=C(C=C1)F)NC(=O)OCC1=NN(C=C1)COP(O)(O)=O (S)-(3-((((4-((3-chloro-4-fluorophenyl)carbamoyl)-7-fluoro-2,3-dihydro-1H-inden-1-yl)carbamoyl)oxy)methyl)-1H-pyrazol-1-yl)methyl-phosphoric acid